O[C@H](COC=1C=C(C=CC1)S(=O)(=O)NCCOC)CNC1COC2(C1)CCN(CC2)S(=O)(=O)C2=CC1=CC=CC=C1C=C2 3-((2S)-2-hydroxy-3-(8-(naphthalen-2-ylsulfonyl)-1-oxa-8-azaspiro[4.5]decan-3-ylamino)propoxy)-N-(2-methoxyethyl)benzenesulfonamide